3-{[4-(difluoromethyl)benzyl]sulfanyl}-5-propyl-[1,2,4]triazolo[4,3-a]pyrimidin-7(8H)-one FC(C1=CC=C(CSC2=NN=C3N2C(=CC(N3)=O)CCC)C=C1)F